(1-methylcyclopropyl)((CIS)-2-((((CIS)-4-phenylcyclohexyl)oxy)methyl)-3-(1H-pyrazol-3-yl)piperidin-1-yl)methanone CC1(CC1)C(=O)N1[C@H]([C@H](CCC1)C1=NNC=C1)CO[C@@H]1CC[C@@H](CC1)C1=CC=CC=C1